F[Sb-](F)(F)(F)(F)F.OC(COC1=CC=C(C=C1)[IH+])CCCCCCCCCCCC 4-[(2-hydroxytetradecyl)-oxy]-phenyl-iodonium hexafluoroantimonate